(2r,3r,4s)-6-amino-4-[N-(4-chlorophenyl)-N-(1H-imidazol-2-ylmethyl)amino]-3-hydroxy-2-methyl-2-dimethoxymethyl-3,4-dihydro-2H-1-benzopyran NC=1C=CC2=C([C@@H]([C@H]([C@@](O2)(C(OC)OC)C)O)N(CC=2NC=CN2)C2=CC=C(C=C2)Cl)C1